(S)-3-(4,6-difluoro-5-(4-hydroxypiperidin-4-yl)-1-oxoisoindolin-2-yl)piperidine-2,6-dione FC1=C2CN(C(C2=CC(=C1C1(CCNCC1)O)F)=O)[C@@H]1C(NC(CC1)=O)=O